3-[4-[4-[3-[4-[4-amino-3-(4-phenoxyphenyl)pyrazolo[3,4-d]pyrimidin-1-yl]-1-piperidyl]azetidin-1-yl]-1-piperidyl]-1-piperidyl]azetidine-1-carboxylate NC1=C2C(=NC=N1)N(N=C2C2=CC=C(C=C2)OC2=CC=CC=C2)C2CCN(CC2)C2CN(C2)C2CCN(CC2)C2CCN(CC2)C2CN(C2)C(=O)[O-]